COC=1C=C(C=CC1OC)C=1OC2=C(C(C1)=O)C(=C(C(=C2)OC)OC)O 2-(3,4-Dimethoxyphenyl)-5-hydroxy-6,7-dimethoxy-4H-1-benzopyran-4-one